NC1=C(C=2C(=NC=C(C2S1)F)C=1C2=C(C=3C=NC(=NC3C1F)N1C[C@H](CC1)N(C)CC)COC2)C#N 2-Amino-4-(3-((S)-3-(ethyl(methyl)amino)-pyrrolidin-1-yl)-5-fluoro-7,9-dihydrofuro[3,4-f]-quinazolin-6-yl)-7-fluorothieno[3,2-c]-pyridine-3-carbonitrile